(R)-3,4-dimethoxy-N-(1-phenylethyl)-benzylamine trifluoroacetate salt FC(C(=O)O)(F)F.COC=1C=C(CN[C@H](C)C2=CC=CC=C2)C=CC1OC